COC1=CC(N(C=C1)C=1C=NC(=CC1)N[C@@H]1C[C@H](CC1)NC=1N=NC(=CN1)C)=O 4-Methoxy-6'-(((1S,3S)-3-((6-methyl-1,2,4-triazin-3-yl)amino)cyclopentyl)amino)-2H-[1,3'-bipyridin]-2-one